3-methoxy-4-{[3-(4-{[(1-methylpiperidin-4-yl)carbamoyl]amino}-1-(2,2,2-trifluoro-ethyl)-1H-indol-2-yl)prop-2-yn-1-yl]amino}benzamide COC=1C=C(C(=O)N)C=CC1NCC#CC=1N(C2=CC=CC(=C2C1)NC(NC1CCN(CC1)C)=O)CC(F)(F)F